CNS(=O)(=O)C=1N(C=CN1)C N,1-dimethyl-1H-imidazole-2-sulfonamide